BrC1=C2CN(C(C2=CC=C1)=O)C1CCNCC1 4-Bromo-2-(piperidin-4-yl)isoindolin-1-one